COC(=O)[C@@H]1CC[C@H]2OC3(C(N21)=O)CCN(CC3)C(C3=CC=CC=C3)=O (5'S,7a'R)-1-benzoyl-3'-oxotetrahydro-3'H-spiro[piperidine-4,2'-pyrrolo[2,1-b]oxazole]-5'-carboxylic acid methyl ester